isopropyl (trans-4-(5-(2-(N-(tert-butyl)sulfamoyl)-4-methoxyphenyl)thiazol-2-yl)cyclohexyl)carbamate C(C)(C)(C)NS(=O)(=O)C1=C(C=CC(=C1)OC)C1=CN=C(S1)[C@@H]1CC[C@H](CC1)NC(OC(C)C)=O